O=S1(CC=CC2=CC(=CC=C12)NC1=NC=C(C(=N1)N[C@H](CO)C1=CC=CC=C1)C1=NN=NN1C)=O (2S)-2-[[2-[(1,1-dioxo-2H-thiochromen-6-yl)amino]-5-(1-methyltetrazol-5-yl)pyrimidin-4-yl]amino]-2-phenyl-ethanol